Methyl-hexahydroaniline CNC1CCCCC1